hexadecyl-fluoroheptane C(CCCCCCCCCCCCCCC)C(CCCCCC)F